ON=C(C(CC(=O)[O-])C)C1=CC=C(C=C1)OC 4-(hydroxyimino)-4-(4-methoxyphenyl)-3-methylbutyrate